6-phenyl-1,3-oxazinan-2-one C1(=CC=CC=C1)C1CCNC(O1)=O